(7-fluoro-2-methyl-imidazo[1,2-a]pyridin-3-yl)methanone FC1=CC=2N(C=C1)C(=C(N2)C)C=O